CC(C(=O)OC(CCN1CC(C1)(F)F)C1=NN(C(=C1Br)CC)C)N1C(C2=CC=C(C=C2C(=N1)C(F)(F)F)Br)=O (rac)-1-(4-bromo-5-ethyl-1-methyl-1H-pyrazol-3-yl)-3-(3,3-difluoroazetidin-1-yl)propan-1-ol methyl-2-(6-bromo-1-oxo-4-(trifluoromethyl)phthalazin-2(1H)-yl)acetate